1-(7-(6-fluoroindoline-1-carbonyl)-1-methylnaphthalen-2-yl)dihydropyrimidine-2,4(1H,3H)-dione FC1=CC=C2CCN(C2=C1)C(=O)C1=CC=C2C=CC(=C(C2=C1)C)N1C(NC(CC1)=O)=O